FC(C)(F)C1=CC(=CC(=N1)N1CC2(C=3C=NC(=CC31)NC(C)=O)CC2)OC N-(1'-(6-(1,1-difluoroethyl)-4-methoxypyridin-2-yl)-1',2'-dihydrospiro[cyclopropane-1,3'-pyrrolo[3,2-c]pyridin]-6'-yl)acetamide